tert-butyl (2,2-dimethyl-3-(2-nitrophenylsulfonamido)propyl)carbamate CC(CNC(OC(C)(C)C)=O)(CNS(=O)(=O)C1=C(C=CC=C1)[N+](=O)[O-])C